BrCC1=C(C(=CC=C1)C)C1=NC(=NC(=C1C)Cl)N(C(OC(C)(C)C)=O)C(=O)OC(C)(C)C tert-butyl N-[4-[2-(bromomethyl)-6-methyl-phenyl]-6-chloro-5-methyl-pyrimidin-2-yl]-N-tert-butoxycarbonyl-carbamate